carbon titanium cerium [Ce].[Ti].[C]